Nα-phenyl-N-(2-fluorophenyl)-phenylalaninamide C1(=CC=CC=C1)N[C@@H](CC1=CC=CC=C1)C(=O)NC1=C(C=CC=C1)F